CCCCCCCCCCCC(=O)OC[C@H](COP(=O)(O)OC[C@@H](C(=O)O)N)OC(=O)CCCCCCC/C=C\CCCC 1-dodecanoyl-2-(9Z-tetradecenoyl)-glycero-3-phosphoserine